ClC1=CC=C(C=C1)C1=C(C=CC=C1)CN1CCN(CC1)C1=CC=C(C(=O)NS(=O)(=O)C2=CC(=C(C=C2)N[C@H](CCN(C)C)CSC2=CC=CC=C2)[N+](=O)[O-])C=C1 N-(4-(4-((4'-chloro(1,1'-biphenyl)-2-yl)methyl)piperazin-1-yl)benzoyl)-4-(((1R)-3-(dimethylamino)-1-((phenyl-sulfanyl)methyl)propyl)amino)-3-nitrobenzenesulfonamide